N-[3-(5-amino-1,3,4-thia-diazol-2-yl)propyl]-4-fluorobenzene-1-sulfonamide NC1=NN=C(S1)CCCNS(=O)(=O)C1=CC=C(C=C1)F